3-hydroxy-4-methoxybenzoic acid OC=1C=C(C(=O)O)C=CC1OC